1,3-di(4'-aminophenoxy)benzene NC1=CC=C(OC2=CC(=CC=C2)OC2=CC=C(C=C2)N)C=C1